FC(CNCCC[C@H](C(C)C)N1CC2(C1)CN(CC2)C=2N=CN=NC2OC2=C(C(=O)N(C(C)C)CC)C=C(C=C2)F)F (R)-2-((5-(2-(6-((2,2-difluoroethyl)amino)-2-methylhexan-3-yl)-2,6-diazaspiro[3.4]oct-6-yl)-1,2,4-triazin-6-yl)oxy)-N-ethyl-5-fluoro-N-isopropylbenzamide